(3R,4R)-4-Fluoro-1-(5-fluoro-1-((3-(trifluoromethyl)-1,2,4-oxadiazol-5-yl)methyl)-1H-benzo[d]imidazol-2-yl)piperidin-3-amin F[C@H]1[C@@H](CN(CC1)C1=NC2=C(N1CC1=NC(=NO1)C(F)(F)F)C=CC(=C2)F)N